FC1(CCC2(CN(C2)C(=O)C=2C=C3CN(C(C3=CC2)=O)C2C(NC(CC2)=O)=O)CC1)F 3-(5-(7,7-difluoro-2-azaspiro[3.5]nonane-2-carbonyl)-1-oxoisoindolin-2-yl)piperidine-2,6-dione